N-((3-amino-5-oxo-4,5-dihydro-1,2,4-triazin-6-yl)methyl)cyclopentanecarboxamide NC1=NN=C(C(N1)=O)CNC(=O)C1CCCC1